(Z)-4-decen CCC\C=C/CCCCC